3-bromo-5-(4-cyclopropyl-6-methoxy-2-methylpyrimidin-5-yl)-1H-pyrazolo[4,3-d]pyrimidine BrC1=NNC2=C1N=C(N=C2)C=2C(=NC(=NC2OC)C)C2CC2